3-(dimethoxymethylsilyl)propyl isocyanate COC(OC)[SiH2]CCCN=C=O